BrCC1=CC(=NC=C1C)N(C(OC(C)(C)C)=O)CC1=CC=C(C=C1)OC tert-butyl (4-(bromomethyl)-5-methylpyridin-2-yl)(4-methoxybenzyl)carbamate